methacryloyloxydodecanoic acid C(C(=C)C)(=O)OC(C(=O)O)CCCCCCCCCC